CC1N(C(CC1)C)C(=O)NC(C(=O)O)CCN(CCCCC1=NC=2NCCCC2C=C1)CCOC(C)C 2-[[2,5-dimethylpyrrolidine-1-carbonyl]amino]-4-[2-isopropoxyethyl-[4-(5,6,7,8-tetrahydro-1,8-naphthyridin-2-yl)butyl]amino]butanoic acid